N-(3-(imidazo[1,2-a]pyridin-6-yl)-1H-pyrrolo[2,3-b]pyridin-5-yl)-2-(piperazin-1-yl)isonicotinamide N=1C=CN2C1C=CC(=C2)C2=CNC1=NC=C(C=C12)NC(C1=CC(=NC=C1)N1CCNCC1)=O